2-phenylethyl 2-phenylacetate (PHENYL ETHYL PHENYL ACETATE) C1(=CC=CC=C1)CCC(C(=O)O)C1=CC=CC=C1.C1(=CC=CC=C1)CC(=O)OCCC1=CC=CC=C1